C(CCCCCCC\C=C/CCCCCCCC)(=O)OCC(COC(CCCCCCC\C=C/CCCCCCCC)=O)(CO)COC(CCC(OCCCCCCCC)OCCCCCCCC)=O [2-(4,4-dioctoxybutanoyloxymethyl)-2-(hydroxymethyl)-3-[(Z)-octadec-9-enoyl]oxy-propyl] (Z)-octadec-9-enoate